6-((2-((3R)-3-(methylamino)-1-piperidinyl)-1H-benzimidazol-1-yl)methyl)-3-pyridinecarbonitrile CN[C@H]1CN(CCC1)C1=NC2=C(N1CC1=CC=C(C=N1)C#N)C=CC=C2